2-isopentyl-2-isopropyl-1,3-propanediol ditrimethylphenylglyoxylate CC1=C(C(=C(C=C1)C(C(=O)OCC(COC(C(=O)C1=C(C(=C(C=C1)C)C)C)=O)(C(C)C)CCC(C)C)=O)C)C